4-(4,7-difluoro-benzoimidazol-2-yl)-1,2,5-oxadiazol-3-amine FC1=CC=C(C=2N=C(NC21)C=2C(=NON2)N)F